N1C=CC2=CC(=CC=C12)S(=O)(=O)N1CCN(CC1)C(=O)NC1=CC(=C(C=C1)C)O 4-((1H-indol-5-yl)sulfonyl)-N-(3-hydroxy-4-methylphenyl)piperazine-1-carboxamide